ClC=1C=C2C(=NC=NC2=CC1C=1SC=CC1)N1CCN(CC1)C(C=C)=O 1-(4-(6-chloro-7-(thiophen-2-yl)quinazolin-4-yl)piperazin-1-yl)prop-2-en-1-one